4-((S)-4-acryloyl-2-methylpiperazin-1-yl)-6-fluoro-7-(2-fluoro-6-hydroxyphenyl)-1-(2-isopropyl-6-methyl-4-(methylsulfanyl)pyridin-3-yl)pyrido[2,3-d]pyrimidin-2(1H)-one C(C=C)(=O)N1C[C@@H](N(CC1)C=1C2=C(N(C(N1)=O)C=1C(=NC(=CC1SC)C)C(C)C)N=C(C(=C2)F)C2=C(C=CC=C2O)F)C